O1CN(CC=C1)S(=O)(=O)Cl [1,3]Oxazine-3-sulfonyl chloride